FC(C1=NN=C(O1)C=1C=CC2=C(C(N(C(O2)(C2=CC=CC=C2)C)C)=O)C1)F 6-[5-(difluoromethyl)-1,3,4-oxadiazol-2-yl]-2,3-dimethyl-2-phenyl-2,3-dihydro-4H-1,3-benzoxazin-4-one